3-(1-((2S,3R,4S,5R,6R)-2-((3,4-dichlorophenyl)thio)-3,5-dihydroxy-6-(hydroxymethyl)tetrahydro-2H-pyran-4-yl)-1H-1,2,3-triazol-4-yl)-5-fluorobenzonitrile ClC=1C=C(C=CC1Cl)S[C@@H]1O[C@@H]([C@@H]([C@@H]([C@H]1O)N1N=NC(=C1)C=1C=C(C#N)C=C(C1)F)O)CO